methyl (2S)-3-hydroxy-2-[[4-[2-(4-nitrophenyl)ethynyl]benzoyl]amino]propanoate OC[C@@H](C(=O)OC)NC(C1=CC=C(C=C1)C#CC1=CC=C(C=C1)[N+](=O)[O-])=O